FC1(COC1)C1=CC(=NC=C1)N1N=CC(=C1)S(=O)(=O)NC=1C=CC=C2C=NN(C12)C 1-(4-(3-FLUOROOXETAN-3-YL)PYRIDIN-2-YL)-N-(1-METHYL-1H-INDAZOL-7-YL)-1H-PYRAZOLE-4-SULFONAMIDE